6-Chloro-7-(2,3-dihydrobenzofuran-5-yl)-3-((4-hydroxy-1-(1-methylcyclopropane-1-carbonyl)piperidin-4-yl)methyl)-3,7-dihydro-4H-pyrrolo[2,3-d]pyrimidin-4-one ClC1=CC2=C(N=CN(C2=O)CC2(CCN(CC2)C(=O)C2(CC2)C)O)N1C=1C=CC2=C(CCO2)C1